methyl (R)-3-((1-(2-(2,4-difluorophenyl)-6-methyl-4-oxo-4H-chromen-8-yl)ethyl)amino)furan-2-carboxylate FC1=C(C=CC(=C1)F)C=1OC2=C(C=C(C=C2C(C1)=O)C)[C@@H](C)NC1=C(OC=C1)C(=O)OC